C1(CC1)C1=NC=NC(=C1C=1N=CC2=C(N1)N(C(C=C2)=O)CC2=CC=C(C=C2)C=2N(C=C(N2)C(F)(F)F)C(C)C)OC 2-(4-cyclopropyl-6-methoxypyrimidin-5-yl)-8-({4-[1-isopropyl-4-(trifluoromethyl)imidazol-2-yl]phenyl}methyl)pyrido[2,3-d]pyrimidin-7-one